1-(3-bromophenyl)-2-((2,4-dimethylbenzyl)methylamino)ethanone BrC=1C=C(C=CC1)C(CN(C)CC1=C(C=C(C=C1)C)C)=O